[CH-]1C=CC=C1.[CH-]1C=CC=C1.[Fe+2].[Mn] manganese ferrocene